1-Hydroxy-N'-(2-furylmethylene)-2-naphthoic acid hydrazide OC1=C(C=CC2=CC=CC=C12)C(=O)NN=CC=1OC=CC1